9-Methylheneicosane CC(CCCCCCCC)CCCCCCCCCCCC